6-((2-hydroxyethyl) (2-((2-hydroxyethyl) (4-(undecyloxy)-4-oxobutyl) amino) ethyl) amino)-hexyl 3-hexylnonanoate C(CCCCC)C(CC(=O)OCCCCCCN(CCN(CCCC(=O)OCCCCCCCCCCC)CCO)CCO)CCCCCC